C1C[C@H](NC1)C(=O)N[C@@H](CCCN=C(N)N)C(=O)O The molecule is a dipeptide formed from L-proline and L-arginine residues. It has a role as a metabolite. It derives from a L-proline and a L-asparagine.